COC(CC1=CC=C(C=C1)NC(\C(=C(\C=1C=NOC1C)/O)\C#N)=O)=O 2-[4-[[(Z)-2-cyano-3-hydroxy-3-(5-methylisoxazol-4-yl)prop-2-enoyl]amino]phenyl]acetic acid methyl ester